2-(2,5-difluoro-4-(4-hydroxy-3-isopropylbenzyl)-3-methylphenoxy)acetic acid FC1=C(OCC(=O)O)C=C(C(=C1C)CC1=CC(=C(C=C1)O)C(C)C)F